2-(1H-pyrazole-4-yl)quinoline (3S,4R)-4-fluoro-1-methylpyrrolidin-3-yl-(8-amino-7-fluoro-6-(8-methyl-2,3-dihydro-1H-pyrido[2,3-b][1,4]oxazin-7-yl)isoquinolin-3-yl)carbamate F[C@H]1[C@H](CN(C1)C)N(C(O)=O)C=1N=CC2=C(C(=C(C=C2C1)C1=C(C2=C(OCCN2)N=C1)C)F)N.N1N=CC(=C1)C1=NC2=CC=CC=C2C=C1